2-(1-(7-(8-ethyl-7-fluoro-3-hydroxynaphthalen-1-yl)-8-fluoro-2-(((2R,7aS)-2-fluorotetrahydro-1H-pyrrolizin-7a(5H)-yl)methoxy)pyrido[4,3-d]pyrimidin-4-yl)pyrrolidin-3-yl)acetic acid C(C)C=1C(=CC=C2C=C(C=C(C12)C1=C(C=2N=C(N=C(C2C=N1)N1CC(CC1)CC(=O)O)OC[C@]12CCCN2C[C@@H](C1)F)F)O)F